4-cyano-1-phenyl-N-(5-phenylthiazol-2-yl)piperazine-2-carboxamide C(#N)N1CC(N(CC1)C1=CC=CC=C1)C(=O)NC=1SC(=CN1)C1=CC=CC=C1